N-(4-(2-((4-(Dimethylamino)-3-fluorocyclohexyl)amino)-8-isopropyl-7-oxo-7,8-dihydropteridin-6-yl)-2-fluorophenyl)-1-phenylmethanesulfonamide CN(C1C(CC(CC1)NC1=NC=2N(C(C(=NC2C=N1)C1=CC(=C(C=C1)NS(=O)(=O)CC1=CC=CC=C1)F)=O)C(C)C)F)C